3-[2-(4-chloro-3-fluorophenoxy)acetamido]-N-[(6-chloro-4-hydroxy-3,4-dihydro-2H-1-benzopyran-2-yl)methyl]bicyclo[1.1.1]pentane-1-carboxamide ClC1=C(C=C(OCC(=O)NC23CC(C2)(C3)C(=O)NCC3OC2=C(C(C3)O)C=C(C=C2)Cl)C=C1)F